O1OOONC=C1 Tetraoxazepine